sodium myristylaspartate C(CCCCCCCCCCCCC)N[C@@H](CC(=O)[O-])C(=O)[O-].[Na+].[Na+]